N,N-dioctadecyl-2,2,3,3,3-pentafluoropropylamine C(CCCCCCCCCCCCCCCCC)N(CCCCCCCCCCCCCCCCCC)CC(C(F)(F)F)(F)F